4,6-bis(mercaptomethylthio)-1,9-dimercapto-2,5,8-trithianonane SCSC(CSCS)SC(CSCS)SCS